[Fe+2].O=C(C(=O)[O-])CCC(=O)[O-] alpha-ketoglutarate iron salt